3-chloro-N-(5-chloro-6-(2H-1,2,3-triazol-2-yl)pyridin-3-yl)-4'-fluoro-2'-hydroxyl-[1,1'-biphenyl]-4-carboxamide ClC=1C=C(C=CC1C(=O)NC=1C=NC(=C(C1)Cl)N1N=CC=N1)C1=C(C=C(C=C1)F)O